N1(CCCC1)CC1=NC2=C(N1CC1=CC=C(C=C1)C(F)(F)F)C=CC=C2 2-[(Pyrrolidin-1-yl)methyl]-1-{[4-(trifluoromethyl)phenyl]methyl}-1H-benzimidazole